2-((1-(3-(6-methoxypyridin-3-yl)-2,7-dimethyl-1-oxo-1,2-dihydroisoquinolin-5-yl)ethyl)amino)benzoic acid COC1=CC=C(C=N1)C=1N(C(C2=CC(=CC(=C2C1)C(C)NC1=C(C(=O)O)C=CC=C1)C)=O)C